3,4-difluorophenylalanine FC=1C=C(C[C@H](N)C(=O)O)C=CC1F